NCCCN1C(CCCCC1)=O N-(3-aminopropyl)-epsilon-caprolactam